(S)-2-(4-(4-(3-aminopiperidin-1-yl)-6-((2-(2-fluoro-6-methoxyphenyl)pyrimidin-4-yl)amino)pyridin-3-yl)-1H-pyrazol-1-yl)ethan-1-ol N[C@@H]1CN(CCC1)C1=C(C=NC(=C1)NC1=NC(=NC=C1)C1=C(C=CC=C1OC)F)C=1C=NN(C1)CCO